C(C1=CC=CC=C1)OC(=O)N[C@H](C=1N=C2N(N=C(C(=C2)N(C)C)CC2(C(NCC(C2)(F)F)=O)C(=O)OC)C1)C1CCC(CC1)(F)F methyl 3-((2-((S)-(((benzyloxy)carbonyl)amino)(4,4-difluorocyclohexyl)methyl)-7-(dimethylamino)imidazo[1,2-b]pyridazin-6-yl)methyl)-5,5-difluoro-2-oxopiperidine-3-carboxylate